(S)-2-[4-Bromo-2-(1,1-difluoropropyl)-5-fluorophenoxy]propionyl chloride BrC1=CC(=C(O[C@H](C(=O)Cl)C)C=C1F)C(CC)(F)F